CC(CCC(=O)OCC)CCCC ethyl 4-methyloctanoate